N1(CCCC2=CC=CC=C12)C(=O)ON=CC1=CC=C(C=C1)C(C)C 4-isopropylbenzaldehyde O-(1,2,3,4-tetrahydroquinoline-1-carbonyl) oxime